FC(OC=1C=C(C=CC1)NC(=O)NCC1=CC(=NC=C1)OC(F)F)F 1-[3-(difluoromethoxy)phenyl]-3-[[2-(difluoromethoxy)pyridin-4-yl]methyl]urea